OXAPHOSPHORINE C1=COPC=C1